2-(4-isobutyl-benzamido)-3-(1H-pyrrol-2-yl)acrylic acid C(C(C)C)C1=CC=C(C(=O)NC(C(=O)O)=CC=2NC=CC2)C=C1